N[C@]1([C@@H](CN(CC1)C1=NN2C(S1)=NC=C2C2=C(C=C(C=C2)F)OC)O)C (3R,4R)-4-amino-1-(5-(4-fluoro-2-methoxyphenyl)imidazo[2,1-b][1,3,4]thiadiazol-2-yl)-4-methylpiperidin-3-ol